N-(methyl(oxo)(pyrimidin-2-yl)-λ6-sulfaneylidene)-4-((5-(trifluoromethyl)-1,2,4-oxadiazol-3-yl)methyl)benzamide CS(=NC(C1=CC=C(C=C1)CC1=NOC(=N1)C(F)(F)F)=O)(C1=NC=CC=N1)=O